(R)-3-(3,3-difluoroazetidin-1-yl)-6,7,7a,8,10,11-hexahydro-9H-pyrazino[1,2-d]pyrido[3,2-b][1,4]thiazepin FC1(CN(C1)C1=CC=2SCC[C@H]3N(C2N=C1)CCNC3)F